7-chloro-1-methyl-5-(4,4,5,5-tetramethyl-1,3,2-dioxaborolan-2-yl)benzimidazol-2-amine ClC1=CC(=CC2=C1N(C(=N2)N)C)B2OC(C(O2)(C)C)(C)C